2-(2-(dimethylamino)ethyl)-6-(piperazin-1-yl)-1H-benzisoquinoline-1,3(2H)-dione CN(CCN1C(C2=C3C(=C(C=C2CC1=O)N1CCNCC1)C=CC=C3)=O)C